NC1=CC=C(N(C2=CC=C(C=C2)N)C2C=CC(C=C2)N(C2=CC=C(C=C2)N)C2=CC=C(C=C2)N)C=C1 4-N-[4-(4-amino-N-(4-aminophenyl)anilino)cyclohexa-2,5-dien-1-yl]-4-N-(4-aminophenyl)benzene-1,4-diamine